1H-indol-3-yl β-D-glucopyranoside O([C@H]1[C@H](O)[C@@H](O)[C@H](O)[C@H](O1)CO)C1=CNC2=CC=CC=C12